F[P-](F)(F)(F)(F)F.COC1=CC=C(C=C1)[I+]C1=CC=C(C=C1)OC Di-(4-methoxyphenyl)-iodonium hexa-fluorophosphat